7-(5,6-dimethyl-1-tetrahydropyran-2-yl-indazol-4-yl)-2-[[(2S,4R)-4-fluoro-1-methyl-pyrrolidin-2-yl]methoxyl-6,8-dihydro-5H-pyrido[3,4-d]pyrimidin-4-yl]piperazine-1-carboxylate CC=1C(=C2C=NN(C2=CC1C)C1OCCCC1)N1CC=2N=C(N=C(C2CC1)C1N(CCNC1)C(=O)[O-])OC[C@H]1N(C[C@@H](C1)F)C